C(CC)(=O)O.C(C)(C)(C)C=1C=CC=C(C1O)C(C)(C)C 3,5-di-tert-butyl-4-hydroxy-benzene propionate